2-(((4-methoxy-3,5-dimethylpyridin-2-yl)methyl)amino)-1-(4-methoxybenzyl)-1H-benzo[d]imidazole-5-carboxylic acid methyl ester COC(=O)C1=CC2=C(N(C(=N2)NCC2=NC=C(C(=C2C)OC)C)CC2=CC=C(C=C2)OC)C=C1